2-(4-Oxo-4-((1-(5-(trifluoromethyl)pyrimidin-2-yl)azetidin-3-yl)amino)butyl)-2H-indazole-7-carboxamide O=C(CCCN1N=C2C(=CC=CC2=C1)C(=O)N)NC1CN(C1)C1=NC=C(C=N1)C(F)(F)F